FC(CCN1N=NC(=C1)C(=O)NCC1=NC=CC(=C1)C(F)(F)F)CN1N=NC(=C1)NC(CC=1C=NC(=CC1)C)=O 1-(3-fluoro-4-{4-[2-(6-methylpyridin-3-yl)acetamido]-1H-1,2,3-triazol-1-yl}butyl)-N-{[4-(trifluoromethyl)pyridin-2-yl]methyl}-1H-1,2,3-triazole-4-carboxamide